N-(2-(tert-butylamino)-8-(3-hydroxy-4-(pyrrolidine-1-carbonyl)phenyl)pyrido[4,3-d]pyrimidin-5-yl)benzamide C(C)(C)(C)NC=1N=CC2=C(N1)C(=CN=C2NC(C2=CC=CC=C2)=O)C2=CC(=C(C=C2)C(=O)N2CCCC2)O